((((9H-fluoren-9-yl)methoxy)carbonyl)-L-leucyl)-N-dodecyl-L-leucine tert-butyl ester C(C)(C)(C)OC([C@@H](N(CCCCCCCCCCCC)C([C@@H](NC(=O)OCC1C2=CC=CC=C2C=2C=CC=CC12)CC(C)C)=O)CC(C)C)=O